C(C)(C)(C)OC(NCC1(CCCCC1)CCNC1=C2CN(C(C2=CC=C1)=O)C1C(NC(CC1)=O)=O)=O tert-Butyl((1-(2-((2-(2,6-dioxopiperidin-3-yl)-1-oxoisoindolin-4-yl)amino)ethyl)cyclohexyl)methyl)carbamate